carboxyl-pyrrolidone tert-Butyl-3-hydroxy-5-(4-(methoxycarbonyl)phenyl)piperidine-1-carboxylate C(C)(C)(C)OC(=O)N1CC(CC(C1)C1=CC=C(C=C1)C(=O)OC)O.C(=O)(O)N1C(CCC1)=O